CC=1C=C(C=CC1OC1=CC=2N(C=C1)N=CN2)NC=2C1=C(N=CN2)C=CC(=N1)N1CC2(CCN(C2)C(=O)OC(C)(C)C)CC1 tert-butyl 7-{4-[(3-methyl-4-{[1,2,4]triazolo[1,5-a]pyridin-7-yloxy}phenyl)amino]pyrido[3,2-d]pyrimidin-6-yl}-2,7-diazaspiro[4.4]nonane-2-carboxylate